(S)-2-(4-(4-chlorophenyl)-2,3,9-trimethyl-6H-thieno[3,2-f][1,2,4]triazolo[4,3-a][1,4]diazepin-6-yl)-N-(2-(piperazin-1-yl)ethyl)acetamide ClC1=CC=C(C=C1)C1=N[C@H](C=2N(C3=C1C(=C(S3)C)C)C(=NN2)C)CC(=O)NCCN2CCNCC2